BrC1=NN(C(=C1)COC)C1=NC=CC=C1Cl 2-(3-bromo-5-(methoxymethyl)-1H-pyrazol-1-yl)-3-chloropyridine